2,2-dimethylcyclopropaneformic acid CC1(C(C1)C(=O)O)C